7-formyl-3,4-dihydro-1H-isoquinoline-2-carboxylic acid tert-butyl ester C(C)(C)(C)OC(=O)N1CC2=CC(=CC=C2CC1)C=O